C(C)C1=CC=C(C=C(C(=O)OC)C#N)C=C1 methyl 4-ethyl-α-cyanocinnamate